FC1=C(C=CC(=C1C1=CC=C2C(=NNC2=C1F)C=1NC=CN1)F)NS(=O)(=O)C=1C(=NC=CC1)OC N-(2,4-difluoro-3-(7-fluoro-3-(1H-imidazol-2-yl)-1H-indazol-6-yl)phenyl)-2-methoxy-pyridine-3-sulfonamide